C(C)OP(=O)(OCC)CCC(=O)O 3-(diethoxy-phosphoryl)propanoic acid